C1N(CCC2=CC=CC=C12)CC1=CC(C(=CO1)OCC1CN(C1)C1=NC=C(C#N)C=C1)=O 6-(3-(((6-((3,4-Dihydroisoquinolin-2(1H)-yl)methyl)-4-oxo-4H-pyran-3-yl)oxy)-methyl)azetidin-1-yl)nicotinonitrile